[6-(2-chloro-5-fluorophenyl)-3-(2,2-difluoroethyl)-2-methyl-8-oxo-7,8-dihydro-6H-pyrrolo[4,3-g]indazol-5-yl]-7-fluorobenzo[b]thiophene-3-carboxamide ClC1=C(C=C(C=C1)F)C1NC(C2=C1C(=CC1=C(N(N=C21)C)CC(F)F)C2=C(C1=C(S2)C(=CC=C1)F)C(=O)N)=O